3-(4-chloro-3-fluorophenoxy)propanal ClC1=C(C=C(OCCC=O)C=C1)F